lead(II) acetate trihydrate O.O.O.C(C)(=O)[O-].[Pb+2].C(C)(=O)[O-]